2-(5,7-Dihydro-6H-pyrrolo[3,4-b]pyridin-6-yl)-8-(1-hydroxyethyl)-3,6-dimethylquinazolin-4(3H)-one N1=C2C(=CC=C1)CN(C2)C2=NC1=C(C=C(C=C1C(N2C)=O)C)C(C)O